C(CCCCCCCCCCCCCCCCC)(=O)O.ClC(CCO)O chloro-1,3-propanediol stearate